N-(4-((2-(1,1-difluoroethyl)-6-methylpyrimidin-4-yl)amino)-5-(1-methyl-1H-1,2,3-triazol-4-yl)pyridin-2-yl)acetamide Tert-Butyl-3-(bromomethyl)piperidine-1-carboxylate C(C)(C)(C)OC(=O)N1CC(CCC1)CBr.FC(C)(F)C1=NC(=CC(=N1)NC1=CC(=NC=C1C=1N=NN(C1)C)NC(C)=O)C